COCC(=O)OCCCCCCCCCCCC Methoxyacetic acid, dodecyl ester